2,4,6,8,10-dodecapentaenealdehyde C(C=CC=CC=CC=CC=CC)=O